(3S,4S)-4-((S)-2,2-dimethyl-1,3-dioxolan-4-yl)-3-((triisopropylsilyl)oxy)pentan-1-ol CC1(OC[C@@H](O1)[C@@H]([C@H](CCO)O[Si](C(C)C)(C(C)C)C(C)C)C)C